OC(CCN1C(N(C2=C1C=C(C=C2)[N+](=O)[O-])C)=O)C 3-(3-Hydroxybutyl)-1-methyl-5-nitro-1H-benzo[d]imidazol-2(3H)-one